C(C)C=1C=CN(C(C1)=O)C 4-ethyl-1-methyl-6-oxo-1,6-dihydropyridin